2-(3,5-difluorophenyl)-5-(1-isobutyl-1H-pyrazol-4-yl)-N4-(1,2,3,4-tetrahydroisoquinolin-7-yl)pyrimidine-2,4-diamine FC=1C=C(C=C(C1)F)C1(NC=C(C(=N1)NC1=CC=C2CCNCC2=C1)C=1C=NN(C1)CC(C)C)N